C1=CC=CC=2C3=CC=CC=C3C(C12)COC(=O)N[C@H](C(=O)O)CC1=CC(=CC=C1)C(NCCOCCOCCOCCOCCOCCOCCOCCOCCC(OC(C)(C)C)=O)=O (S)-2-((((9H-fluoren-9-yl)methoxy)carbonyl)amino)-3-(3-((29,29-dimethyl-27-oxo-3,6,9,12,15,18,21,24,28-nonaoxatriacontyl)carbamoyl)phenyl)propanoic acid